trinatrium citrate C(CC(O)(C(=O)[O-])CC(=O)[O-])(=O)[O-].[Na+].[Na+].[Na+]